C(C)(C)(C)OC(=O)N1C[C@@H]([C@H](CC1)OCC#CC1=CC=CC=2N(C(N(C21)C)=O)C2C(NC(CC2)=O)=O)F (3s,4s)-4-[3-[1-(2,6-dioxo-3-piperidinyl)-3-methyl-2-oxo-benzoimidazol-4-yl]prop-2-ynyloxy]-3-fluoro-piperidine-1-carboxylic acid tert-butyl ester